Tert-butyl 6-(4-(5,6-dichloro-1-(tetrahydro-2H-pyran-2-yl)-1H-indazol-4-yl)-5-methyl-3-(5,8-diazaspiro[3.5]nonan-5-yl)-1H-pyrazol-1-yl)-2-azaspiro[3.3]heptane-2-carboxylate ClC=1C(=C2C=NN(C2=CC1Cl)C1OCCCC1)C=1C(=NN(C1C)C1CC2(CN(C2)C(=O)OC(C)(C)C)C1)N1C2(CCC2)CNCC1